2-(6-(1,4-dimethyl-1H-1,2,3-triazol-5-yl)-4-((3-fluoropyridin-2-yl)(tetrahydro-2H-pyran-4-yl)methyl)-1-methyl-1,4-dihydropyrrolo[2',3':4,5]pyrrolo[3,2-b]pyridin-2-yl)propan-2-ol CN1N=NC(=C1C=1C=C2C(=NC1)C1=C(N2C(C2CCOCC2)C2=NC=CC=C2F)C=C(N1C)C(C)(C)O)C